5-chloro-2-(phenylethynyl)aniline ClC=1C=CC(=C(N)C1)C#CC1=CC=CC=C1